C(C1=CC=CC=C1)C1(C[C@@H]2[C@@H](CN(C2)CC(=O)C2=NC(=C(C=C2)O)F)C1)O 2-((3aR,5r,6aS)-5-benzyl-5-hydroxyhexahydrocyclopenta[c]pyrrol-2(1H)-yl)-1-(6-fluoro-5-hydroxypyridin-2-yl)ethanone